9-(heptadec-9-yloxy)-9-oxononanoic acid CCCCCCCCC(CCCCCCCC)OC(CCCCCCCC(=O)O)=O